(2S,4r)-1-[(2S)-2-(4-cyclopropyl-triazol-1-yl)-3,3-dimethyl-butyryl]-4-hydroxy-N-[[3-(4-methyl-3-oxo-piperazin-1-yl)pyrazin-2-yl]methyl]pyrrolidine-2-carboxamide C1(CC1)C=1N=NN(C1)[C@H](C(=O)N1[C@@H](C[C@H](C1)O)C(=O)NCC1=NC=CN=C1N1CC(N(CC1)C)=O)C(C)(C)C